5,7-dichloro-3-methyl-[1,2,4]triazolo[4,3-c]pyrimidine ClC1=NC(=CC=2N1C(=NN2)C)Cl